2-((S)-1-acryloyl-4-(7-((8-chloronaphthalen-1-yl)methyl)-2-(((S)-1-methylpyrrolidin-2-yl)methoxy)imidazo[2,1-f][1,2,4]triazin-4-yl)piperazin-2-yl)acetonitrile C(C=C)(=O)N1[C@H](CN(CC1)C1=NC(=NN2C1=NC=C2CC2=CC=CC1=CC=CC(=C21)Cl)OC[C@H]2N(CCC2)C)CC#N